3-pentenyltoluene C(=CCCC)C=1C=C(C)C=CC1